acetylneuraminic acid sodium hydrate O.[Na].C(C)(=O)C1C(C(O)=O)(O)O[C@H]([C@@H]([C@H]1O)N)[C@H](O)[C@H](O)CO